ClC=1C=C(C=CC1C)NC(=O)C1CNC2=C(O1)C=CC=C2 N-(3-chloro-4-methylphenyl)-3,4-dihydro-2H-benzo[b][1,4]oxazine-2-carboxamide